1-((2S,3S)-2-(hydroxymethyl)-3-methylpyrrolidin-1-yl)ethan-1-one OC[C@H]1N(CC[C@@H]1C)C(C)=O